NC=1N=CN(C(C1C(=O)NC=1C=C(C=NC1)[C@@H](C)N(C(OC(C)(C)C)=O)C)=O)C1=C(C=C(C=C1Cl)Br)Cl tert-butyl (R)-(1-(5-(4-amino-1-(4-bromo-2,6-dichlorophenyl)-6-oxo-1,6-dihydropyrimidine-5-carboxamido)pyridin-3-yl)ethyl)(methyl)carbamate